3-(8-(Cyclopropylmethyl)-1,4-dioxaspiro[4.5]decan-8-yl)acrylonitrile C1(CC1)CC1(CCC2(OCCO2)CC1)C=CC#N